FC1(CCC(CC1)CNC=1N=CC2=C(N1)NC=C2C=2C=CC1=C(N(N=N1)CC)C2)F N-((4,4-difluorocyclohexyl)methyl)-5-(1-ethyl-1H-benzo[d][1,2,3]triazol-6-yl)-7H-pyrrolo[2,3-d]pyrimidin-2-amine